1,10-Phenanthroline-4-Formic acid N1=CC=C(C2=CC=C3C=CC=NC3=C12)C(=O)O